N-(3-chloro-2-fluoro-benzyl)-1-(5-methyl-2-((tetrahydro-2H-pyran-4-yl)amino)-pyrimidin-4-yl)-1H-imidazole-4-carboxamide ClC=1C(=C(CNC(=O)C=2N=CN(C2)C2=NC(=NC=C2C)NC2CCOCC2)C=CC1)F